CN1N=CC2=C(C=CC(=C12)NS(=O)(=O)C=1C=NN(C1)C1=NC=CC(=C1)C(F)(F)F)C N-(1,4-dimethyl-1H-indazol-7-yl)-1-(4-(trifluoromethyl)pyridin-2-yl)-1H-pyrazole-4-sulfonamide